N-[2-(4,4-difluoropiperidin-1-yl)-3-fluoropyridin-4-yl]-4-((2-hydroxyethyl)sulfonylamino)-2-{spiro[2.5]oct-5-en-6-yl}benzamide FC1(CCN(CC1)C1=NC=CC(=C1F)NC(C1=C(C=C(C=C1)NS(=O)(=O)CCO)C1=CCC2(CC2)CC1)=O)F